COC(=O)C=1C=NC2=C(C=C(C(=C2C1)F)F)OC 5,6-difluoro-8-methoxy-quinoline-3-carboxylic acid methyl ester